BrC1=C(C=C(C(=N1)C(=O)O[C@H](CC(=O)OC)C)Cl)F [(1S)-3-methoxy-1-methyl-3-oxo-propyl] 6-bromo-3-chloro-5-fluoro-pyridine-2-carboxylate